tert-Butyl (3R)-3-{[5-(2,6-dichlorophenyl)-1-trityl-1H-indazol-3-yl]carbamoyl}pyrrolidine-1-carboxylate ClC1=C(C(=CC=C1)Cl)C=1C=C2C(=NN(C2=CC1)C(C1=CC=CC=C1)(C1=CC=CC=C1)C1=CC=CC=C1)NC(=O)[C@H]1CN(CC1)C(=O)OC(C)(C)C